C(C)(=O)O[C@@H](CCl)COC1=C(C=C(C=C1Cl)C(C)(C)C1=CC=C(C=C1)OC[C@H](CO)O)Cl (R)-1-chloro-3-(2,6-dichloro-4-(2-(4-((S)-2,3-dihydroxypropoxy)phenyl)propan-2-yl)phenoxy)propan-2-yl acetate